5-chloro-2-(morpholin-4-ylmethyl)-7,8-dihydro-6H-spiro[[1,3]oxazolo[5,4-f]quinazoline-9,1'-cyclohexane]-7-one ClC=1C=C2C(=C3C1NC(NC31CCCCC1)=O)OC(=N2)CN2CCOCC2